pentane-2-yl 4-((2-formylphenoxy)methyl)benzoate C(=O)C1=C(OCC2=CC=C(C(=O)OC(C)CCC)C=C2)C=CC=C1